4-((2-((5-chloro-2,3-dihydrobenzofuran-4-yl)amino)-3,4-dioxocyclobut-1-en-1-yl)amino)-3-hydroxy-N,N-dimethylpicolinamide ClC=1C=CC2=C(CCO2)C1NC1=C(C(C1=O)=O)NC1=C(C(=NC=C1)C(=O)N(C)C)O